BrC1=CC=C2C(=CN(C2=C1)C)[C@H]1[C@@](CC2(CC2)[C@@H]1[N+](=O)[O-])(C(=O)OC)C1=CC=C(C=C1)Br methyl (5R,6S,7R)-6-(6-bromo-1-methyl-1H-indol-3-yl)-5-(4-bromophenyl)-7-nitrospiro[2.4]heptane-5-carboxylate